5-FLUOROBENZOFURAN-2-YLBORONIC ACID FC=1C=CC2=C(C=C(O2)B(O)O)C1